2-(2-methyl-2-((triethylsilyl)oxy)propyl)pyrimidine-5-carboxylic acid methyl ester COC(=O)C=1C=NC(=NC1)CC(C)(O[Si](CC)(CC)CC)C